12-ethyltetradecene C(C)C(CCCCCCCCCC=C)CC